1-(7-benzyl-3,4-dihydroisoquinolin-2(1H)-yl)prop-2-en-1-one C(C1=CC=CC=C1)C1=CC=C2CCN(CC2=C1)C(C=C)=O